7-fluoro-N-(6-(4-(1-hydroxy-prop-2-yl)-4H-1,2,4-triazol-3-yl)pyridin-2-yl)-2-oxo-2,3,4,5-tetrahydro-1H-benzo[b]azepine-8-carboxamide FC1=CC2=C(NC(CCC2)=O)C=C1C(=O)NC1=NC(=CC=C1)C1=NN=CN1C(CO)C